7-[[5-bromo-4-(2-isopropylsulfonylanilino)pyrimidin-2-yl]amino]-4-methyl-1,4-benzoxazin-3-one BrC=1C(=NC(=NC1)NC1=CC2=C(N(C(CO2)=O)C)C=C1)NC1=C(C=CC=C1)S(=O)(=O)C(C)C